Natrium yttrium fluorid [F-].[Y+3].[Na+].[F-].[F-].[F-]